3-(5-(1-(4-(1H-imidazol-1-yl)benzyl)piperidin-4-yl)-4,6-difluoro-1-oxoisoindolin-2-yl)piperidine-2,6-dione N1(C=NC=C1)C1=CC=C(CN2CCC(CC2)C=2C(=C3CN(C(C3=CC2F)=O)C2C(NC(CC2)=O)=O)F)C=C1